6-(dimethylamino)purine CN(C1=C2NC=NC2=NC=N1)C